1-piperidineacetic acid N1(CCCCC1)CC(=O)O